O=C1N(CCC(N1)=O)C=1N=CC(=NC1)CN1CCC(CC1)N1N=C2C=C(C(=CC2=C1)NC(C1=CN=C(C=C1)C(F)(F)F)=O)C(C)(C)O N-(2-(1-((5-(2,4-dioxotetrahydropyrimidin-1(2H)-yl)pyrazin-2-yl)methyl)piperidin-4-yl)-6-(2-hydroxypropan-2-yl)-2H-indazol-5-yl)-6-(trifluoromethyl)nicotinamide